C(C1=CC=CC=C1)O[C@@H]1[C@@H](CO[C@@H]([C@@H]1OCC1=CC=CC=C1)COCC1=CC=CC=C1)N1CCOCC1 4-((3R,4R,5R,6R)-4,5-bis(benzyloxy)-6-((benzyloxy)methyl)tetrahydro-2H-pyran-3-yl)morpholine